N1=C(C=CC=C1)CCCC=O 4-(pyridin-2-yl)butan-1-one